NC1=C(C(=O)O)C=CC(=C1)N1C=NC=C1 2-amino-4-(1H-imidazol-1-yl)benzoic acid